[Si](C)(C)(C(C)(C)C)O[C@@H]([C@H](CO)OC1CC2=CC=CC=C2C1)C1=CC(=C(C(=C1)OC)C)OC (2S,3R)-3-((tert-butyldimethylsilyl)oxy)-2-((2,3-dihydro-1H-inden-2-yl)oxy)-3-(3,5-dimethoxy-4-methylphenyl)propan-1-ol